1-(9Z,12Z-heptadecadienoyl)-2-(9Z-octadecenoyl)-glycero-3-phosphocholine CCCCCCCC/C=C\CCCCCCCC(=O)O[C@H](COC(=O)CCCCCCC/C=C\C/C=C\CCCC)COP(=O)([O-])OCC[N+](C)(C)C